(±)-cis-tert-butyl 3-fluoro-4-hydroxy-piperidine-1-carboxylate F[C@@H]1CN(CC[C@@H]1O)C(=O)OC(C)(C)C |r|